7-(6-methoxypyridin-2-yl)-2-azaspiro[3.5]nonan COC1=CC=CC(=N1)C1CCC2(CNC2)CC1